(trans-2-methoxycyclohexyl)-5-methyl-6-(4-(1H-pyrazol-1-yl)benzyl)isoindolin-1-one CO[C@H]1[C@@H](CCCC1)N1C(C2=CC(=C(C=C2C1)C)CC1=CC=C(C=C1)N1N=CC=C1)=O